((2-methylcyclopentyl)methyl)-1-(2-oxo-1,2-dihydroquinoline-4-carbonyl)piperazine-2-carboxamide CC1C(CCC1)CC1(N(CCNC1)C(=O)C1=CC(NC2=CC=CC=C12)=O)C(=O)N